1,3-Dibromo-5-fluorobenzene BrC1=CC(=CC(=C1)F)Br